NC1=NC=CC2=C(C=CC=C12)C1=CC2=C(N(N=C2C=C1)C1CN(C1)C(CC)=O)COC1=C(C=CC=C1)CC(=O)O 2-(2-((5-(1-aminoisoquinolin-5-yl)-2-(1-propionylazetidin-3-yl)-2H-indazol-3-yl)methoxy)phenyl)acetic acid